C(C1=CC=CC=C1)(=O)ON=C(C(=O)C=1C=CC=2N(C3=CC=C(C=C3C2C1)C(C(CCCCCC)=NOC(C1=CC=CC=C1)=O)=O)CC)CC1CCCCC1 3-cyclohexyl-1-(6-(2-(benzoyloxyimino)octanoyl)-9-ethyl-9H-carbazol-3-yl)-propane-1,2-dione-2-(O-benzoyloxime)